FC=1C=C(C=CC1C=1N=C2SC3=C(N2C1)C=CC(=C3)C(N[C@H]3CN(CCC3)C)=O)C3N(CCC3)C(=O)OC(C)(C)C tert-butyl 2-(3-fluoro-4-(7-(((R)-1-methylpiperidin-3-yl)carbamoyl)benzo[d]imidazo[2,1-b]thiazol-2-yl)phenyl)pyrrolidine-1-carboxylate